1-benzyl-5-(1-(4-(prop-2-yn-1-yloxy)phenyl)-1H-pyrazol-4-yl)piperidin-3-ol C(C1=CC=CC=C1)N1CC(CC(C1)C=1C=NN(C1)C1=CC=C(C=C1)OCC#C)O